3-(((2R)-1-(sec-butyl)pyrrolidin-2-yl)methyl)-5-fluoro-1H-indole C(C)(CC)N1[C@H](CCC1)CC1=CNC2=CC=C(C=C12)F